[K].C(C)N1CCC(CC1)S(=O)(=O)NC(NC1=C(C=C(C=C1C1=CC(=NC=C1)OC)F)C(C)C)=O 1-ethyl-N-((4-fluoro-2-isopropyl-6-(2-methoxypyridin-4-yl)phenyl)carbamoyl)piperidine-4-sulfonamide potassium salt